5-hydroxypicolinaldehyde OC=1C=CC(=NC1)C=O